N-(1-cyanocyclopropyl)-4-((3S)-3-fluoro-4-morpholinopiperidin-1-yl)-9H-pyrimido[4,5-b]indole-7-sulfonamide C(#N)C1(CC1)NS(=O)(=O)C1=CC=C2C3=C(NC2=C1)N=CN=C3N3C[C@@H](C(CC3)N3CCOCC3)F